The molecule is a quercetin O-glucoside that is quercetin attached to a beta-D-sophorotriosyl residue at position 3 via a glycosidic linkage. It has a role as a plant metabolite and a hepatoprotective agent. It is a quercetin O-glucoside, a tetrahydroxyflavone and a trisaccharide derivative. C1=CC(=C(C=C1C2=C(C(=O)C3=C(C=C(C=C3O2)O)O)O[C@H]4[C@@H]([C@H]([C@@H]([C@H](O4)CO)O)O)O[C@H]5[C@@H]([C@H]([C@@H]([C@H](O5)CO)O)O)O[C@H]6[C@@H]([C@H]([C@@H]([C@H](O6)CO)O)O)O)O)O